methyl 2-((4,5-difluoro-2-meth-ylphenyl)amino)-5-(trifluorometh-yl)benzoate FC1=CC(=C(C=C1F)NC1=C(C(=O)OC)C=C(C=C1)C(F)(F)F)C